NC(C(=O)O)CCC1=C(C=CC=C1)C 2-Amino-4-(o-tolyl)butanoic acid